4-(3-((R)-3-aminopiperidine-1-carbonyl)-1-(2-fluoro-4-((R)-3-fluoropyrrolidin-1-yl)phenyl)-1H-pyrazol-5-yl)-2-fluorobenzonitrile N[C@H]1CN(CCC1)C(=O)C1=NN(C(=C1)C1=CC(=C(C#N)C=C1)F)C1=C(C=C(C=C1)N1C[C@@H](CC1)F)F